ClC=1C(NN=CC1N(N=C)C)=O 4-chloro-5-(1-methyl-2-methylenehydrazino)pyridazin-3(2H)-one